O1C(C2(CC1=O)CC1=CC=CC=C1C2)=O 1,3-dihydrospiro[indene-2,3'-oxolane]-2',5'-dione